C(CCOCCOCCOCCOCCOCCOCCOCCOCCOCCOCCOCCOCCOCCOCCOCCOCCOCCC(=O)O)(=O)O 4,7,10,13,16,19,22,25,28,31,34,37,40,43,46,49,52-heptadecaoxapentapentacontanedioic acid